C(C)(C)(C)OC(CCCN(CC(CCCCCC(=O)OC(CCCCCCCC)CCCCCCCC)O)CC(CCCC(OCCCCCCCCCCC)=O)O)=O heptadec-9-yl 8-((4-(tert-butoxy)-4-oxobutyl) (2-hydroxy-6-oxo-6-(undecyloxy) hexyl) amino)-7-hydroxyoctanoate